2-(3-(3-methoxy-4-hydroxy-phenyl)-2-carboxy-acrylamido)-benzoic acid COC=1C=C(C=CC1O)C=C(C(=O)NC1=C(C(=O)O)C=CC=C1)C(=O)O